(6S)-4-(2-(bis(2,4-dimethoxybenzyl)amino)oxazolo[4,5-c]pyridin-7-yl)-6-methyltetrahydro-2H-pyran-2-carboxylic acid COC1=C(CN(C=2OC3=C(C=NC=C3C3CC(O[C@H](C3)C)C(=O)O)N2)CC2=C(C=C(C=C2)OC)OC)C=CC(=C1)OC